(2E,2'E)-2,2'-(1-(tetrahydrofuran-3-yl)propane-1,2-diylidene)bis(N-ethylhydrazine-1-carbothioamide) O1CC(CC1)\C(\C(\C)=N\NC(NCC)=S)=N/NC(NCC)=S